NC=1C=C(C=C(C1)N)C=1NC2=C(N1)C=CC=C2 2-(3,5-diaminophenyl)-benzimidazole